2-(2-methoxyethyl)-N2-methyl-5-nitropyridine-2,4-diamine COCCC1(NC=C(C(=C1)N)[N+](=O)[O-])NC